C(C)C=1OC2=C(N1)C1=C(C=C2OC)SC(=C1)C(=O)N(C)OC 2-ethyl-N,4-dimethoxy-N-methylthieno[2',3':5,6]benzo[1,2-d]oxazole-7-carboxamide